3-fluoronaphthalen-2-yl triflate O(S(=O)(=O)C(F)(F)F)C1=CC2=CC=CC=C2C=C1F